[5-[3-chloro-6-fluoro-2-[2-(2-methyl-6-quinolinyl) ethyl] phenyl]-1,3-dimethyl-6-oxo-pyridazin-4-yl] 2-methylpropionate CC(C(=O)OC=1C(=NN(C(C1C1=C(C(=CC=C1F)Cl)CCC=1C=C2C=CC(=NC2=CC1)C)=O)C)C)C